O[C@H](COC=1C=C(C=CC1)S(=O)(=O)NC)CNC1COC2(C1)CCN(CC2)S(=O)(=O)C2=C(OC(=C2)C)C(F)(F)F 3-((2S)-2-hydroxy-3-(8-(5-methyl-2-(trifluoromethyl)furan-3-ylsulfonyl)-1-oxa-8-azaspiro[4.5]decan-3-ylamino)propoxy)-N-methylbenzenesulfonamide